BrC=1C=C(C(=NC1)C=O)C 5-bromo-3-methylpicolinaldehyde